Vinyl ferulate C(\C=C\C1=CC(OC)=C(O)C=C1)(=O)OC=C